S1C=NC(=C1)CNC(=O)C1=NC=CN=C1 N-(thiazol-4-ylmethyl)pyrazine-2-carboxamide